COC=1C=NC2=CC=CN=C2C1 3-methoxy-1,5-naphthyridine